2-(tert-butoxyformyloxyimino)-2-phenyl-acetonitrile C(C)(C)(C)OC(=O)ON=C(C#N)C1=CC=CC=C1